Dihydro-1,3,5-triazine N1CN=CN=C1